CC1=C(C(=O)O[C@H](C1)[C@@](C)([C@H]2CC[C@@H]3[C@@]2(CC[C@H]4[C@H]3C[C@@H]5[C@]6([C@@]4(C(=O)C=C[C@@H]6O)C)O5)C)O)C The molecule is a withanolide that is 5,6:22,26-diepoxyergosta-2,24-diene-1,26-dione substituted by hydroxy groups at positions 4 and 22 (the 4beta,5beta,6beta,22R stereoisomer). Isolated from Tubocapsicum anomalum and Withania somnifera, it exhibits cytotoxic activity. It has a role as an antineoplastic agent. It is a withanolide, an enone, a delta-lactone, a secondary alcohol, a tertiary alcohol, a 4-hydroxy steroid, a 20-hydroxy steroid, an ergostanoid and an epoxy steroid.